2-butyloctyl 3-ethyl-6-(2-(caproyloxy) ethyl)-12-hexyl-10-oxo-9,11-dioxa-3,6-diazaheneicosane-21-carboxylate C(C)N(CC)CCN(CCOC(OC(CCCCCCCCCC(=O)OCC(CCCCCC)CCCC)CCCCCC)=O)CCOC(CCCCC)=O